BrC1=NN(C(=C1)CO)C1=NC=CC=C1Cl (3-bromo-1-(3-chloropyridin-2-yl)-1H-pyrazol-5-yl)methanol